ClC1=CC=C(CN2C(=NC=3N(C(N(C(C23)=O)CC2(CC2)CO)=O)C)OC2=CC(=CC=C2)OC(F)(F)F)C=C1 7-(4-chlorobenzyl)-1-((1-(hydroxymethyl)cyclopropyl)methyl)-3-methyl-8-(3-(trifluoromethoxy)phenoxy)-1H-purine-2,6(3H,7H)-dione